BrC1=C(C=CC=C1)C(C)C1OCC(CO1)(C=O)C 2-[1-(2-bromophenyl)ethyl]-5-methyl-1,3-dioxane-5-carbaldehyde